C(C)(C)(C)N1C[C@@H](CC1)NC(=O)C1=C(OC2=C1C=C(C=C2)OCC2=CN=CS2)C tert-butyl-(R)-3-(2-methyl-5-(thiazol-5-ylmethoxy)benzofuran-3-carboxamido)pyrrolidine